N-(2-(((1r,3r,5r,7r)-adamantan-2-yl)(methyl)-amino)ethyl)-5-(4-chloro-phenyl)-1-(2,4-dichloro-phenyl)-N,4-dimethyl-1H-pyrazole-3-carboxamide C12C(C3CC(CC(C1)C3)C2)N(CCN(C(=O)C2=NN(C(=C2C)C2=CC=C(C=C2)Cl)C2=C(C=C(C=C2)Cl)Cl)C)C